CC1(OC=2C(=NC(=CC2)C=2C(=CC(=NC2)NC(C)=O)NC2=NC(=CC(=C2)C=2C=NC=CC2OC)S(=O)(=O)C)OC1)C N-(5-(2,2-dimethyl-2,3-dihydro-[1,4]dioxino[2,3-b]pyridin-6-yl)-4-((4-methoxy-6'-(methylsulfonyl)-[3,4'-bipyridin]-2'-yl)amino)pyridin-2-yl)acetamide